CC1CCC(N1CCCCCCCCCCCCCC)=O 5-methyl-1-tetradecyl-2-pyrrolidone